ClC=1C(=CC(=C(C1)C(C1CCN(CC1)C(=O)OC(C)(C)C)=N[S@@](=O)C(C)(C)C)OCC=C)F tert-butyl 4-[[5-chloro-4-fluoro-2-(prop-2-en-1-yloxy)phenyl]([[(S)-2-methylpropane-2-sulfinyl]imino])methyl]piperidine-1-carboxylate